tert-Butyl 2-[4-(4-fluorophenyl)imidazol-1-yl]propanoate FC1=CC=C(C=C1)C=1N=CN(C1)C(C(=O)OC(C)(C)C)C